FCCNC1CC(CCC1)N N1-(2-fluoroethyl)cyclohexane-1,3-diamine